C1(CC1)C1=C(C=CC=C1CC(=O)N[C@@H]1[C@H](CCCC1(F)F)O[C@@H]1C(CN(CC1)C(=O)OC(C)(C)C)(F)F)C1=CC(=CC(=C1)F)F tert-butyl (4S)-4-{[(1S,2R)-2-(2-{2-cyclopropyl-3',5'-difluoro-[1,1'-biphenyl]-3-yl}acetamido)-3,3-difluorocyclohexyl]oxy}-3,3-difluoropiperidine-1-carboxylate